5-bromo-2-(methoxymethyl)benzofuran BrC=1C=CC2=C(C=C(O2)COC)C1